C(#N)C1=C(C=C(C2=C1CCO2)C2=CC=C(C=C2)C(C)(F)F)NC(=O)[C@H]2OC2 (S)-N-(4-cyano-7-(4-(1,1-difluoroethyl)phenyl)-2,3-dihydrobenzofuran-5-yl)oxirane-2-carboxamide